COC1=CC(=CC=2N1C=CN2)B(O)O 5-Methoxyimidazo[1,2-a]pyridin-7-ylboronic acid